N-(4-hydroxy-2-methylbutanoyl)-D-phenylalanine methyl ester COC([C@H](NC(C(CCO)C)=O)CC1=CC=CC=C1)=O